2-chloro-5,6,7,8-tetrahydro-1,6-naphthyridine-7-carboxylate hydrochloride Cl.ClC1=NC=2CC(NCC2C=C1)C(=O)O